[N-](S(=O)(=O)C(F)(F)F)S(=O)(=O)C(F)(F)F.Cl[Si](C)(C)C[N+]1(CCCC1)C 1-(chlorodimethylsilyl)methyl-1-methylpyrrolidinium bis(trifluoromethanesulfonyl)imide